FC1=CC(=CC2=C1C=C(O2)C(=O)NS(=O)(=O)C2=C(C=CC=C2)C2=CC=CC=C2)N2C(CC2)C 4-Fluoro-6-(2-methylazetidin-1-yl)-N-(2-phenylphenyl)sulfonyl-benzofuran-2-carboxamide